MANGANIC OXIDE [O-2].[Mn+3].[O-2].[O-2].[Mn+3]